CN(C=1C=C(C(=O)NC2CCC(CC2)NC2=CC(=C(C=C2)C#N)C(F)(F)F)C=CC1)C 3-(dimethylamino)-N-[(1s,4s)-4-{[4-cyano-3-(trifluoromethyl)phenyl]amino}cyclohexyl]benzamide